[C@H]12CN(C[C@H](CC1)N2)C2=NC(=NC1=C(C(=CC=C21)C=2C(=C(N)C(=CC2F)F)F)F)OC[C@]21CCCN1C[C@@H](C2)F 3-(4-((1R,5S)-3,8-diazabicyclo[3.2.1]octan-3-yl)-8-fluoro-2-(((2R,7aS)-2-fluorotetrahydro-1H-pyrrolizin-7a(5H)-yl)methoxy)quinazolin-7-yl)-2,4,6-trifluoroaniline